4-methoxy-N-[(1S)-1-[[(3-amino-3-oxo-propyl)-(2-chloro-2-fluoroacetyl)amino]carbamoyl]-3-methyl-butyl]-1H-indole-2-carboxamide COC1=C2C=C(NC2=CC=C1)C(=O)N[C@@H](CC(C)C)C(NN(C(C(F)Cl)=O)CCC(=O)N)=O